(R)-2-Ethynyl-N-(4-fluoro-3,5-dimethoxyphenyl)-N-(1-(2,2,2-trifluoroethyl)pyrrolidin-3-yl)thiazole-4-carboxamide C(#C)C=1SC=C(N1)C(=O)N([C@H]1CN(CC1)CC(F)(F)F)C1=CC(=C(C(=C1)OC)F)OC